ClC=1C=CC=C2C=CC(=NC12)NC1=CC=2CCCCC2C=C1 8-chloro-N-(5,6,7,8-tetrahydronaphthalen-2-yl)quinolin-2-amine